3-(quinolin-2-yl)-2-(thiophen-2-yl)-4H-chromen-4-one N1=C(C=CC2=CC=CC=C12)C1=C(OC2=CC=CC=C2C1=O)C=1SC=CC1